(S)-3-hydroxypropane-1,2-diyldioleate OC[C@@H](CCCCCCCCC\C=C/CCCCCCCC(=O)[O-])CCCCCCCC\C=C/CCCCCCCC(=O)[O-]